3-[tert-butoxycarbonyl-[5-[3-[4-[3-(dimethylamino)prop-1-ynyl]-2-fluoro-phenoxy]propyl]-4-methoxycarbonyl-thiazol-2-yl]amino]propane-1-sulfonic acid C(C)(C)(C)OC(=O)N(CCCS(=O)(=O)O)C=1SC(=C(N1)C(=O)OC)CCCOC1=C(C=C(C=C1)C#CCN(C)C)F